tert-butyl 3'-oxospiro[azetidine-3,2'-bicyclo[3.1.0]hexane]-1-carboxylate O=C1C2(C3CC3C1)CN(C2)C(=O)OC(C)(C)C